FC1(CN(C[C@H]1C)C=1C=2N(N=C(C1)C=1C(NC(NC1)=O)=O)C=CN2)F |r| Rac-5-(8-(3,3-difluoro-4-methylpyrrolidin-1-yl)imidazo[1,2-b]pyridazin-6-yl)pyrimidine-2,4(1H,3H)-dione